3-(4,4-dimethyl-4,5-dihydrooxazol-2-yl)-N-(6-methyl-5-nitropyridin-3-yl)benzamide CC1(N=C(OC1)C=1C=C(C(=O)NC=2C=NC(=C(C2)[N+](=O)[O-])C)C=CC1)C